2-(adamantan-2-yl)-N-(2-chloro-1-{[2-(trimethylsilyl)ethoxy]methyl}-1H-1,3-benzimidazol-6-yl)acetamide C12C(C3CC(CC(C1)C3)C2)CC(=O)NC=2C=CC3=C(N(C(=N3)Cl)COCC[Si](C)(C)C)C2